(2R,3R,4R)-2-(2-(Furan-2-yl)-8-(hex-1-yn-1-yl)-6-((3-iodobenzyl)amino)-9H-purin-9-yl)tetrahydrofuran-3,4-diol O1C(=CC=C1)C1=NC(=C2N=C(N(C2=N1)[C@@H]1OC[C@H]([C@H]1O)O)C#CCCCC)NCC1=CC(=CC=C1)I